C1=CC=CC=2C3=CC=CC=C3C(C12)COC(=O)NC1(CCCC1)CC(=O)O 2-(1-((((9H-fluoren-9-yl)methoxy)carbonyl)amino)cyclopentyl)acetic acid